C(CCCCCCCCCCCCCCC)N(CCCCCCCCCCCCCCCCCC)O N-hexadecyl-N-octadecyl-hydroxyl-amine